4-(2,5-Dimethylphenoxy)-1-(4-((4-fluorophenyl)sulfonyl)piperazin-1-yl)butan-1-one CC1=C(OCCCC(=O)N2CCN(CC2)S(=O)(=O)C2=CC=C(C=C2)F)C=C(C=C1)C